6-[4-(4-fluoro-2-methoxy-phenyl)-3-[1-(1-prop-2-enylazetidin-3-yl)pyrazol-4-yl]-6,7-dihydro-5H-cyclopenta[c]pyridin-1-yl]-3,4-dihydro-1H-isoquinoline-2-carboxylic acid tert-butyl ester C(C)(C)(C)OC(=O)N1CC2=CC=C(C=C2CC1)C1=NC(=C(C2=C1CCC2)C2=C(C=C(C=C2)F)OC)C=2C=NN(C2)C2CN(C2)CC=C